NCC(=O)NCO[C@H]1[C@@H]2[C@H](OC1)[C@@H](CO2)O 2-amino-N-((((3R,3aR,6R,6aR)-6-hydroxyhexahydrofuro[3,2-b]furan-3-yl)oxy)-methyl)acetamide